ClC1=CC(=C(C2=C1O[C@](O2)(C2CCC(CC2)=O)C)C)C(=O)OC methyl (S)-7-chloro-2,4-dimethyl-2-(4-oxocyclohexyl)benzo[d][1,3]dioxole-5-carboxylate